(8-iodooctyl)piperidin ICCCCCCCCN1CCCCC1